SC(CS(=O)(=O)O)CS 2,3-bis(sulfanyl)propane-1-sulfonic acid